3-[[4-[(E)-3-[3-(2-Methoxyethoxy)phenyl]prop-2-enoyl]phenyl]sulfonylamino]propanoic acid COCCOC=1C=C(C=CC1)/C=C/C(=O)C1=CC=C(C=C1)S(=O)(=O)NCCC(=O)O